CC=1N=C(N(C1)COCC[Si](C)(C)C)SC1=CC=C(C(=O)OC)C=C1 methyl 4-[4-methyl-1-(2-trimethylsilylethoxymethyl)imidazol-2-yl]sulfanylbenzoate